C(N)(=O)C=1C=C2C(=CN=C(C2=CC1OC(C)C)OC[C@H]1NC(C(C1)(F)F)=O)C#CC1CCN(CC1)C(=O)OC(C)(C)C tert-butyl (S)-4-((6-carbamoyl-1-((4,4-difluoro-5-oxopyrrolidin-2-yl)methoxy)-7-isopropoxyisoquinolin-4-yl)ethynyl)piperidine-1-carboxylate